N-[1-(4,4-difluorocyclohexyl)-2-[4-(3,5-dimethylimidazol-4-yl)anilino]-2-oxo-ethyl]-2-methyl-pyrazole-3-carboxamide FC1(CCC(CC1)C(C(=O)NC1=CC=C(C=C1)C=1N(C=NC1C)C)NC(=O)C=1N(N=CC1)C)F